N-[4-(Adamantan-1-yl)-1-(4-methoxyphenyl)-1H-imidazol-2-yl]-4-(difluoromethoxy)benzamide C12(CC3CC(CC(C1)C3)C2)C=2N=C(N(C2)C2=CC=C(C=C2)OC)NC(C2=CC=C(C=C2)OC(F)F)=O